(R)-3-(6-chloro-2-(4-hydroxytetrahydro-2H-pyran-4-carbonyl)-1,2,3,4-Tetrahydroisoquinolin-8-yl)morpholine-4-carboxylic acid tert-butyl ester C(C)(C)(C)OC(=O)N1[C@@H](COCC1)C=1C=C(C=C2CCN(CC12)C(=O)C1(CCOCC1)O)Cl